8-isopropyl-1-oxaspiro[4.5]decan-2-one C(C)(C)C1CCC2(CCC(O2)=O)CC1